C1(=CC=CC=C1)C1=NC(=CC(=N1)C=1C=C(C=C(C1)N1C2=CC=CC=C2C=2C=C(C=CC12)C=1C=CC=2C3(C4=CC=CC=C4C2C1)C1=CC=CC=C1C=1C=CC=CC13)N1C3=CC=CC=C3C=3C=C(C=CC13)C=1C=CC=3C2(C4=CC=CC=C4C3C1)C1=CC=CC=C1C=1C=CC=CC12)C1=CC=CC=C1 9,9'-(5-(2,6-diphenylpyrimidin-4-yl)-1,3-phenylene)bis(3-(9,9'-spirobi[fluoren]-3-yl)-9H-carbazole)